1-(4-bromo-2-fluoro-5-(2-(oxetan-3-ylamino)-8,9-dihydroimidazo[1',2':1,6]pyrido[2,3-d]pyrimidin-6-yl)phenyl)-3-phenylurea BrC1=CC(=C(C=C1C1=CC2=C(N=C(N=C2)NC2COC2)N2C1=NCC2)NC(=O)NC2=CC=CC=C2)F